C(=O)(OCC1C2=CC=CC=C2C2=CC=CC=C12)C(C(=O)O)CC(CCCCCCCN)[2H] Fmoc-11-aminoundecanoic acid-4-d